O=C1C2CN(CC1CC2)C(=O)C2=C(N=C(S2)C2=C(C(=C(C(=C2)F)F)O)F)C (8-Oxo-3-azabicyclo[3.2.1]oct-3-yl)(4-methyl-2-(2,4,5-trifluoro-3-hydroxyphenyl)thiazol-5-yl)methanone